FC1=C(C=C(C(=O)N)C=C1)C=1C=NC(=NC1)NCC1(CCC1)C1=NC=CC=C1F 4-fluoro-3-[2-({[(3-fluoro(2-pyridyl))cyclobutyl]methyl}amino)pyrimidin-5-yl]benzamide